ClC1=C(C=C2C=C(N=CC2=C1)NC(=O)[C@H]1CC12CCC(CC2)(F)F)N2CCN(CC2)[C@]2(COC[C@H]2O)C (1S)-N-(7-chloro-6-(4-((3S,4S)-4-hydroxy-3-methyltetrahydrofuran-3-yl)piperazin-1-yl)isoquinolin-3-yl)-6,6-difluorospiro[2.5]octane-1-carboxamide